(2R,6R)-6-methyl-N-[(4-methylmorpholin-2-yl)methyl]-4-[8-(trifluoromethyl)-5-quinolyl]morpholine-2-carboxamide C[C@H]1O[C@H](CN(C1)C1=C2C=CC=NC2=C(C=C1)C(F)(F)F)C(=O)NCC1CN(CCO1)C